C(C1=CC=CC=C1)OC(=O)[C@@H](N)CC1=CC=C(O)C(O)=C1 O-benzyl-dopa